BrCC1(OCC(O1)CCC)C1=C(C=C(C=C1)Cl)Cl 2-bromomethyl-2-(2,4-dichlorophenyl)-4-propyl-1,3-dioxolane